C(C)[C@@H](CNC([C@@H](N)C)=O)CCCC |&1:2| (±)-N-(2-ethylhexyl)alaninamide